(3-chloro-5-methanesulfonamidophenyl)-5-methylthiophene-2-carboxamide ClC=1C=C(C=C(C1)NS(=O)(=O)C)C1=C(SC(=C1)C)C(=O)N